4-(difluoromethyl)-1H-1,2,3-triazole-1-carboxylic acid methyl ester COC(=O)N1N=NC(=C1)C(F)F